7-Cyclopentyl-2-{5-[4-((R)-2,3-dihydroxypropyl)-piperazin-1-yl]-pyridin-2-ylamino}-7H-pyrrolo[2,3-d]pyrimidine-6-carboxylic acid dimethylamide CN(C(=O)C1=CC2=C(N=C(N=C2)NC2=NC=C(C=C2)N2CCN(CC2)C[C@H](CO)O)N1C1CCCC1)C